ClC=1C=C2C=C(NC2=CC1OCC1=CC(=NO1)C)CNC(=O)[C@@H]1N(CCOC1)C (R)-N-((5-chloro-6-((3-methylisoxazol-5-yl)methoxy)-1H-indol-2-yl)methyl)-4-methylmorpholine-3-carboxamide